3-nitro-4-(((tetrahydro-2H-pyran-3-yl)methyl)amino)benzenesulfonamide [N+](=O)([O-])C=1C=C(C=CC1NCC1COCCC1)S(=O)(=O)N